1-bromo-3-dimethylphosphoryl-5-fluoro-benzene BrC1=CC(=CC(=C1)F)P(=O)(C)C